methyl 4-(6-oxospiro[2.5]octan-5-yl)benzoate O=C1C(CC2(CC2)CC1)C1=CC=C(C(=O)OC)C=C1